BrC=1C=C(C=CC1OC1=CC=C(C=C1)N(C1CCNCC1)C)C(C)(C)O 2-[3-bromo-4-[4-[methyl(4-piperidyl)amino]phenoxy]phenyl]propan-2-ol